((6-(5-(2-cyano-3-cyclopropoxyphenyl)-1-methyl-1H-pyrazol-4-yl)-1-oxo-1,2-dihydroisoquinolin-4-yl)methyl)carbamic acid tert-butyl ester C(C)(C)(C)OC(NCC1=CNC(C2=CC=C(C=C12)C=1C=NN(C1C1=C(C(=CC=C1)OC1CC1)C#N)C)=O)=O